butyl-1-tert-butyl-4-hydroxy-pyrazol C(CCC)C1=NN(C=C1O)C(C)(C)C